CC=1C=NC=CC1CNCC(=O)O ((3-methylpyridin-4-yl)methyl)glycine